1-(1,3-dihydro-2H-isoindol-2-yl)-2-(pyrimidin-2-ylsulfonyl)ethanone C1N(CC2=CC=CC=C12)C(CS(=O)(=O)C1=NC=CC=N1)=O